S1CCNCC12CCCCC2 thia-4-azaspiro[5.5]undecane